N\C(=C/C#N)\C1=NC=CC=C1 (2Z)-3-amino-3-(pyridin-2-yl)prop-2-enenitrile